2-(hydroxymethyl)-N-(4-hydroxyphenyl)-N,4-dimethylpent-4-enamide OCC(C(=O)N(C)C1=CC=C(C=C1)O)CC(=C)C